methyl 1-(2-nitrophenyl)cyclopropane-1-carboxylate [N+](=O)([O-])C1=C(C=CC=C1)C1(CC1)C(=O)OC